2-(4'-acetamido-[1,1'-biphenyl]-4-yl)acetic acid C(C)(=O)NC1=CC=C(C=C1)C1=CC=C(C=C1)CC(=O)O